C(#N)C1=CC=CC(=N1)C=1C=C(C=CC1C)NC(=O)[C@H]1C(C1)(F)F (1S)-N-[3-(6-cyanopyridin-2-yl)-4-methylphenyl]-2,2-difluorocyclopropane-1-carboxamide